(3R,5R,8R,9R,10S,13S,14S,17S)-3-(ethoxymethyl)-3-hydroxy-13-methyl-N-(6-methylpyridin-2-yl)hexadecahydro-1H-cyclopenta[a]phenanthrene-17-carboxamide C(C)OC[C@]1(CC[C@@H]2[C@H]3CC[C@@]4([C@H](CC[C@H]4[C@@H]3CC[C@@H]2C1)C(=O)NC1=NC(=CC=C1)C)C)O